C(=O)C1=CC=C(OC2=NC(=NC(=N2)OC2=CC=C(C=C2)C=O)OC2=CC=C(C=C2)C=O)C=C1 2,4,6-tri-(4-formylphenoxy)-1,3,5-triazine